N-[(6-Amino-2-pyridyl)sulfonyl]-6-tert-butyl-2-(4-cyano-2,6-dimethyl-phenoxy)pyridin-3-carboxamid NC1=CC=CC(=N1)S(=O)(=O)NC(=O)C=1C(=NC(=CC1)C(C)(C)C)OC1=C(C=C(C=C1C)C#N)C